BrC=C[Mg]Br bromovinyl-magnesium bromide